(1s,3ar,6as)-octahydrocyclopenta[C]pyrrole-1-carboxylic acid ethyl ester C(C)OC(=O)[C@H]1NC[C@H]2[C@@H]1CCC2